CC=1C=CC=C2C=CN(C12)C(C1CNCC1)C1=NC=CC=C1C 7-methyl-N-((3-methylpyridin-2-yl)(pyrrolidin-3-yl)methyl)-1H-indole